BrC1=CC(=C(C=C1)C(=O)N1CCN(CC1)C)Cl (4-bromo-2-chlorophenyl)(4-methylpiperazin-1-yl)methanone